COC1=CN=C(C2=CC(=CC=C12)NC(=O)C=1C=NN(C1C(F)(F)F)C=1C=2C3=C(C(NC3=CC1)=O)C=CC2)C(F)(F)F N-(4-methoxy-1-trifluoromethylisoquinolin-7-yl)-1-(2-oxo-1,2-dihydrobenzo[cd]indol-6-yl)-5-Trifluoromethyl-1H-pyrazole-4-carboxamide